(S)-3-(5-(4-((1-(4-((3S,4S)-3-cyclopentyl-7-hydroxyisochroman-4-yl)phenyl)piperidin-4-yl)methyl)piperazin-1-yl)-1-oxoisoindolin-2-yl)piperidine-2,6-dione C1(CCCC1)[C@@H]1OCC2=CC(=CC=C2[C@@H]1C1=CC=C(C=C1)N1CCC(CC1)CN1CCN(CC1)C=1C=C2CN(C(C2=CC1)=O)[C@@H]1C(NC(CC1)=O)=O)O